3-((methylsulfonyl)methyl)pyrrolidine CS(=O)(=O)CC1CNCC1